diallyldiCarbonate C(C=C)OC(=O)OC(=O)OCC=C